5-ethynyl-4,6-difluoro-1-methyl-1,3-benzodiazole C(#C)C1=C(C2=C(N(C=N2)C)C=C1F)F